[Co].[Sr].[La] Lanthanum strontium cobalt